3,3'',5,5'-tetra(3-pyridyl)-1,1':3',1''-terphenyl N1=CC(=CC=C1)C=1C=C(C=C(C1)C=1C=NC=CC1)C1=CC(=CC(=C1)C=1C=NC=CC1)C1=CC(=CC=C1)C=1C=NC=CC1